FC1=NC=C(C2=C1C[C@@H]1CC[C@H]2N1)N(C(OC(C)(C)C)=O)C tert-butyl ((5R,8S)-1-fluoro-6,7,8,9-tetrahydro-5H-5,8-epiminocyclohepta[c]pyridin-4-yl)(methyl)carbamate